tert-butyl (cyclopropylmethyl)((3R)-1-(6-(1-(5-(6-(pyrrolidin-1-yl)pyrazin-2-yl)-1,3,4-thiadiazol-2-yl)ethyl)pyridin-3-yl)piperidin-3-yl)carbamate C1(CC1)CN(C(OC(C)(C)C)=O)[C@H]1CN(CCC1)C=1C=NC(=CC1)C(C)C=1SC(=NN1)C1=NC(=CN=C1)N1CCCC1